6-(4-fluorophenyl)-N-(quinolin-8-yl)pyridine-3-sulfonamide FC1=CC=C(C=C1)C1=CC=C(C=N1)S(=O)(=O)NC=1C=CC=C2C=CC=NC12